1-[2-chloro-4-[[5-(2,3-difluoro-4-methoxy-phenyl)-1-methyl-imidazole-2-carbonyl]amino]benzoyl]-N-(4-piperidinyl)piperidine-4-carboxamide ClC1=C(C(=O)N2CCC(CC2)C(=O)NC2CCNCC2)C=CC(=C1)NC(=O)C=1N(C(=CN1)C1=C(C(=C(C=C1)OC)F)F)C